OC1=C(C=CC=C1)C(N)C(=O)O (2-o-hydroxyphenyl)glycine